N-[(2-fluorophenyl)methyl]-1-[5-(pyridin-4-yl)-1H-pyrazole-3-carbonyl]piperidine-4-carboxamide FC1=C(C=CC=C1)CNC(=O)C1CCN(CC1)C(=O)C1=NNC(=C1)C1=CC=NC=C1